4-Cyclopropyl-2-[[(3S)-3-methyl-1-piperidinyl]methyl]-6-[3-[5-(4-methyl-1,2,4-triazol-3-yl)spiro[2.3]hexan-5-yl]phenyl]-1H-pyrrolo[2,3-c]pyridin-7-one C1(CC1)C=1C2=C(C(N(C1)C1=CC(=CC=C1)C1(CC3(CC3)C1)C1=NN=CN1C)=O)NC(=C2)CN2C[C@H](CCC2)C